1-(3-Bromophenyl)-2-methylpropan-2-amine BrC=1C=C(C=CC1)CC(C)(N)C